(E)-3-(4-isopropyl-3-methoxyphenylvinyl)isothiazole C(C)(C)C1=C(C=C(C=C1)/C=C/C1=NSC=C1)OC